F[C@@H]1C[C@H](CN(C1)C)NC=1N=NC(=C(N1)C)C1=CC=C2C(C=CS2)=C1O 5-(3-(((3R,5R)-5-fluoro-1-methylpiperidin-3-yl)amino)-5-methyl-1,2,4-triazin-6-yl)benzothiophene-4-ol